CS(=O)(=O)C(C)(C)C1=CC=C(C=C1)NC=1N=CC2=C(N1)CNCC2 N-[4-(2-methanesulfonylpropan-2-yl)phenyl]-5H,6H,7H,8H-pyrido[3,4-d]pyrimidin-2-amine